7-pentyl-benzo[c]acridine C(CCCC)C1=C2C=CC=CC2=NC=2C3=C(C=CC12)C=CC=C3